1-(3-(benzyloxy)-4-methoxyphenyl)-3-(4-bromo-2-methoxybenzyl)tetrahydropyrimidin-2(1H)-one C(C1=CC=CC=C1)OC=1C=C(C=CC1OC)N1C(N(CCC1)CC1=C(C=C(C=C1)Br)OC)=O